O1C=CC=2C(=NC=CC21)C2=CC=C(C(=O)NC1CCN(CC1)C1=CC=NC=C1)C=C2 4-(furo[3,2-c]pyridin-4-yl)-N-[1-(pyridin-4-yl)piperidin-4-yl]benzamide